C(C)(C)(C)OC(=O)N1C[C@@H](CCC1)NC=1C2=C(N=C(N1)Cl)NC=C2C tert-butyl-(R)-3-((2-chloro-5-methyl-7H-pyrrolo[2,3-d]pyrimidin-4-yl)amino)piperidine-1-carboxylate